FC(CCC(C(=O)[O-])C(C(=O)[O-])C)(F)F 2-(3,3,3-trifluoropropyl)-3-methylsuccinate